2,3-dimethylthio-terephthalaldehyde CSC1=C(C=O)C=CC(=C1SC)C=O